FC1=CC=2N(CCN(C(C2N=C1)=O)C1=CC(=CC=C1)COC(CCNC)C1=CC=CC=C1)C 8-Fluoro-1-methyl-4-(3-((3-(methylamino)-1-phenylpropoxy)methyl)phenyl)-1,2,3,4-tetrahydro-5H-pyrido[3,2-e][1,4]diazepin-5-one